1-butyl-3,5-dimethyl-benzene 2-Morpholinoethyl-5-[[2,5-dihydroxy-4-[[4-hydroxy-3-(2-morpholinoethoxycarbonyl)phenyl]carbamoyl]benzoyl]amino]-2-hydroxy-benzoate O1CCN(CC1)CCOC(C1=C(C=CC(=C1)NC(C1=C(C=C(C(=C1)O)C(NC1=CC(=C(C=C1)O)C(=O)OCCN1CCOCC1)=O)O)=O)O)=O.C(CCC)C1=CC(=CC(=C1)C)C